C(CCCCCCCCCCC)(=O)N dodecane-amide